ClC1=NC=C2N=C(N(C2=N1)C1CCOCC1)NCCO 2-((2-chloro-9-(tetrahydro-2H-pyran-4-yl)-9H-purin-8-yl)amino)ethan-1-ol